9-bromoimidazo[1,2-c]quinazolin-5(6H)-one BrC1=CC=2C=3N(C(NC2C=C1)=O)C=CN3